6-bromo-N'-[4-[tert-butyl(dimethyl)silyl]oxy-2-ethyl-phenyl]-4-[(5-hydroxy-2-adamantyl)amino]pyrrolo[1,2-b]-pyridazine-3-carboxamidine BrC=1C=C2N(N=CC(=C2NC2C3CC4CC(CC2C4)(C3)O)C(=NC3=C(C=C(C=C3)O[Si](C)(C)C(C)(C)C)CC)N)C1